C1(CC1)C1=CC(=NO1)CNC(=O)C1=C(C2=C(CCC3=CN(N=C23)C[C@H]2OC=3C(=NC=CC3)OC2)O1)C N-[(5-cyclopropyl-1,2-oxazol-3-yl)methyl]-2-[(2R)-2,3-dihydro[1,4]dioxino[2,3-b]pyridin-2-ylmethyl]-8-methyl-4,5-dihydro-2H-furo[2,3-g]indazole-7-carboxamide